2-amino-5-[[2-oxo-2-(2-phenyl-1-piperidyl)Acetyl]amino]pyridine-3-carboxamide NC1=NC=C(C=C1C(=O)N)NC(C(N1C(CCCC1)C1=CC=CC=C1)=O)=O